COC1=NC=C(C(=N1)OC)C=1C=C(C=2N(N1)C=CN2)[C@@H]2[C@H](C2)C2=CC=C1C3(C(N(C1=C2F)CC(F)(F)F)=O)CC3 6'-((1S,2S)-2-(6-(2,4-dimethoxypyrimidin-5-yl)imidazo[1,2-b]pyridazin-8-yl)cyclopropyl)-7'-fluoro-1'-(2,2,2-trifluoroethyl)spiro[cyclopropane-1,3'-indolin]-2'-one